N(=[N+]=[N-])C(C)(C)C1=CN=C(C2=CN=C(C=C12)Cl)OC[C@@H]1N(CCC1)C(C)=O (R)-1-(2-(((4-(2-Azidopropan-2-yl)-6-chloro-2,7-naphthyridin-1-yl)oxy)methyl)pyrrolidin-1-yl)ethan-1-one